N-(1-methyl-3-(pyridin-2-yl)-1H-pyrazol-4-yl)-[3,4'-bipyridine]-5-carboxamide CN1N=C(C(=C1)NC(=O)C=1C=C(C=NC1)C1=CC=NC=C1)C1=NC=CC=C1